acetylpyrazolone CC(=O)C1=CN=NC1=O